methyl-3-amino-4-bromofuran CC=1OC=C(C1N)Br